C1(=CC=C(C=C1)C1=NC2=C3N=C(C=CC3=CC=C2C=C1)C1=CC=CC=C1)C1=CC=C(C=C1)C1=NC2=C3N=C(C=CC3=CC=C2C=C1)C1=CC=CC=C1 2,2'-biphenyl-4,4'-diylbis(9-phenyl-1,10-phenanthroline)